bis-(1,4-dimethyl-pentyl)-p-phenylenediamine CC(CCC(C)C)NC1=CC=C(C=C1)NC(CCC(C)C)C